[4-(N-propionylglycyl prolyl amino) benzyl]-3,7-bis(dimethylamino)-10H-phenothiazine-10-carboxylate C(CC)(=O)NCC(=O)N1[C@@H](CCC1)C(=O)NC1=CC=C(COC(=O)N2C3=CC=C(C=C3SC=3C=C(C=CC23)N(C)C)N(C)C)C=C1